C(C1=CC=CC=C1)C=1NC(=NN1)C(=O)N[C@@H]1CCC2=C(NC1=O)C=NN2C (R)-5-benzyl-N-(1-methyl-5-oxo-1,4,5,6,7,8-hexahydropyrazolo[4,3-B]azepin-6-yl)-4H-1,2,4-triazole-3-carboxamide